(R)-2-(3-(4-amino-3-(4-(2-fluorophenoxy)phenyl)-2-oxo-2,3-dihydro-1H-imidazo[4,5-c]pyridin-1-yl)piperidine-1-carbonyl)-4-methyl-4-(4-(oxetan-3-yl)piperazin-1-yl)pent-2-enenitrile NC1=NC=CC2=C1N(C(N2[C@H]2CN(CCC2)C(=O)C(C#N)=CC(C)(N2CCN(CC2)C2COC2)C)=O)C2=CC=C(C=C2)OC2=C(C=CC=C2)F